1-(4-(2-(2,6-dimethylpyridin-4-yl)-3-isopropyl-1H-indol-5-yl)piperidin-1-yl)-2-((1-methylcyclopropyl)amino)ethan-1-one CC1=NC(=CC(=C1)C=1NC2=CC=C(C=C2C1C(C)C)C1CCN(CC1)C(CNC1(CC1)C)=O)C